2-(BUTYLAMINO)PYRIMIDINE-5-CARBALDEHYDE C(CCC)NC1=NC=C(C=N1)C=O